1-ethyl-4-methyl-5-(4,4,5,5-tetramethyl-1,3,2-dioxaborolan-2-yl)-1H-pyrazole C(C)N1N=CC(=C1B1OC(C(O1)(C)C)(C)C)C